1-(4-bromophenyl)-2,5-dimethylpyrrole BrC1=CC=C(C=C1)N1C(=CC=C1C)C